NERYLACETATE C(\C=C(\C)/CCC=C(C)C)CC(=O)[O-]